ClC1=CC=C(C(=N1)C(=O)NC1CC1)NC(C)C=1C=C(C=C2C(C(=C(OC12)C1=CC=C(C=C1)OC)C)=O)C 6-chloro-N-cyclopropyl-3-((1-(2-(4-methoxyphenyl)-3,6-dimethyl-4-oxo-4H-chromen-8-yl)ethyl)amino)picolinamide